N-decyl-N-methyl-formamide C(CCCCCCCCC)N(C=O)C